4-(2-(4-(2,6-dimethoxy-4-(2-methyl-1-oxo-1,2-dihydro-2,7-naphthyridin-4-yl)benzyl)piperazin-1-yl)-2-oxoethoxy)-2-(2,6-dioxopiperidin-3-yl)isoindoline-1,3-dione COC1=C(CN2CCN(CC2)C(COC2=C3C(N(C(C3=CC=C2)=O)C2C(NC(CC2)=O)=O)=O)=O)C(=CC(=C1)C1=CN(C(C2=CN=CC=C12)=O)C)OC